CNC(=O)C=1C=CC2=C(OC[C@@H]3N2CCN=C3)N1 (R)-8-(Methylaminocarbonyl)-1,2,4a,5-tetrahydropyrazino[1,2-d]pyrido[2,3-b][1,4]oxazine